3-{[2-(2-cyano-4-fluorophenyl)-2-azaspiro[3.3]heptan-6-yl]oxy}-6-(2-hydroxyphenyl)-N-[(3R)-pyrrolidin-3-yl]pyridine-2-carboxamide C(#N)C1=C(C=CC(=C1)F)N1CC2(C1)CC(C2)OC=2C(=NC(=CC2)C2=C(C=CC=C2)O)C(=O)N[C@H]2CNCC2